4-formamido-3-hydroxy-N-(5-((5-methyl-8-(2-oxopyrrolidin-1-yl)-5H-chromeno[4,3-c]pyridin-3-yl)amino)pyridin-3-yl)benzamide C(=O)NC1=C(C=C(C(=O)NC=2C=NC=C(C2)NC2=CC3=C(C=N2)C=2C=CC(=CC2OC3C)N3C(CCC3)=O)C=C1)O